[Cr]1CCCCCCCC1 chromacyclononane